N-(3-(tert-butyl)-1-methyl-1H-pyrazol-5-yl)-2-(4-(5-(pyridin-3-yl)-1H-benzo[d]imidazol-1-yl)phenyl)acetamide C(C)(C)(C)C1=NN(C(=C1)NC(CC1=CC=C(C=C1)N1C=NC2=C1C=CC(=C2)C=2C=NC=CC2)=O)C